1,17-bis(ethylamino)-5,9,13-triazaheptadecane C(C)NCCCCNCCCNCCCNCCCCNCC